(S)-5-(pyridin-2-yl)-2,3-dihydro-1H-indene-2-carboxylic acid N1=C(C=CC=C1)C=1C=C2C[C@H](CC2=CC1)C(=O)O